2-[4-[5-[(2,6-dioxo-3-piperidyl)amino]-3-fluoro-2-pyridinyl]-1-piperidyl]acetic acid hydrochloride Cl.O=C1NC(CCC1NC=1C=C(C(=NC1)C1CCN(CC1)CC(=O)O)F)=O